O=C([C@H](CCCC)NC(OC(C)(C)C)=O)NCC1=CC=C(C=C1)C1=CC=C(C=C1)C(F)(F)F (S)-tert-butyl (1-oxo-1-(((4'-(trifluoromethyl)-[1,1'-biphenyl]-4-yl) Methyl)amino)hexan-2-yl)carbamate